N-(cyclopropylaminothiocarbonyl)-2-(4-(difluoromethyl)pyridin-2-yl)-2-(2-Fluorophenyl)acetamide C1(CC1)NC(=S)NC(C(C1=C(C=CC=C1)F)C1=NC=CC(=C1)C(F)F)=O